1-[5-(Benzamido)-2-pyridyl]-2-methyl-2-(3-methylpyrazol-1-yl)propane-1-one C(C1=CC=CC=C1)(=O)NC=1C=CC(=NC1)C(C(C)(N1N=C(C=C1)C)C)=O